2,4-Bis-(4-methoxyphenyl)-1,3-dithia-2,4-diphosphetane COC1=CC=C(C=C1)P1SP(S1)C1=CC=C(C=C1)OC